C12OCC(N(C1)C(=O)C=1N=C(OC1)CCC(=O)O)C2 3-(4-(2-oxa-5-azabicyclo[2.2.1]heptane-5-carbonyl)oxazol-2-yl)propanoic acid